N1CC[C@@]12CN(CCC2)C2=NC1=C(N2CC2=NC=C(C#N)C=C2)C=CC=C1 (S)-6-((2-(1,6-Diazaspiro[3.5]nonan-6-yl)-1H-benzo[d]imidazol-1-yl)methyl)nicotinonitril